N-cyclopropyl-2-({3-[(E)-2-{5-[2-(pyrrolidin-1-yl)ethyl]pyridin-2-yl}vinyl]-1H-indazol-6-yl}thio)benzamide C1(CC1)NC(C1=C(C=CC=C1)SC1=CC=C2C(=NNC2=C1)\C=C\C1=NC=C(C=C1)CCN1CCCC1)=O